C(CCCCCCCCCCCCCCCCCC)C1=NC(=CC=C1)OCCCCCCCCCCCCCCCCCC 2-nonadecyl-6-octadecyloxypyridine